3,3'-(9,9-diethyl-9H-fluorene-2,7-diyl)dibenzoic acid C(C)C1(C2=CC(=CC=C2C=2C=CC(=CC12)C=1C=C(C(=O)O)C=CC1)C=1C=C(C(=O)O)C=CC1)CC